(1R,3R,4R)-N-((R)-1-cyano-2-((R)-2-oxopiperidin-3-yl)ethyl)-5,5-difluoro-2-((S)-2-hydroxy-2-phenylacetyl)-2-azabicyclo[2.2.2]octane-3-carboxamide C(#N)[C@@H](C[C@@H]1C(NCCC1)=O)NC(=O)[C@@H]1N([C@H]2CC([C@@H]1CC2)(F)F)C([C@H](C2=CC=CC=C2)O)=O